C(C=1C(C(=O)OCC=C)=CC=CC1)(=O)OCC=C bisallyl phthalate